(S)-6-(cyclopropanecarboxamido)-4-((4-methoxy-1-(methyl-d3)-5-(2,2,2-trifluoro-1-methoxyethyl)-1H-indazol-3-yl)amino)-N-(methyl-d3)nicotinamide C1(CC1)C(=O)NC1=NC=C(C(=O)NC([2H])([2H])[2H])C(=C1)NC1=NN(C2=CC=C(C(=C12)OC)[C@@H](C(F)(F)F)OC)C([2H])([2H])[2H]